C(C)(C)(C)OC(=O)N1CC2=C(CC1)N=C(N2COCC[Si](C)(C)C)C2=NC=CC(=C2)Br 2-(4-bromopyridin-2-yl)-3-((2-(trimethylsilyl)ethoxy)methyl)-3,4,6,7-tetrahydro-5H-imidazo[4,5-c]pyridine-5-carboxylic acid tert-butyl ester